N1(CCNCC1)C(C(=O)OCC(COC(C(C)N1CCNCC1)=O)(COC(C(C)N1CCNCC1)=O)COC(C(C)N1CCNCC1)=O)C pentaerythritol tetrakis(2-piperazinylpropionate)